BrC=1C=C(C(=NC1)OC1=C(C(=C(C=C1)F)F)OC)C(=O)NC1=CC(=CC=C1)S(=O)(=O)C 5-bromo-2-(3,4-difluoro-2-methoxy-phenoxy)-N-(3-methylsulfonylphenyl)pyridine-3-carboxamide